C=1(C=2C3=C(COC2C=CC1)C=CC=C3)O 6H-benzo[c]chromen-1-ol